C(C)(C)(C)OC(NC1CCC(CC1)CCC(C)(C)N)=O ((1s,4r)-4-(3-amino-3-methylbutyl)cyclohexyl)carbamic acid tert-butyl ester